FC1=CC=C(C=C1)C(C(=O)NC1=NC=CC(=C1)C1=C(C=2C(N(C=CC2N1)C)=O)C=1C=NC(=CC1)F)C 2-(4-Fluorophenyl)-N-{4-[3-(6-fluoropyridin-3-yl)-5-methyl-4-oxo-4,5-dihydro-1H-pyrrolo[3,2-c]pyridin-2-yl]pyridin-2-yl}propanamid